5-methoxy-4-((oxazol-2-ylmethyl)-amino)-1-phenyl-7-(trifluoromethyl)quinazolin-2(1H)-one COC1=C2C(=NC(N(C2=CC(=C1)C(F)(F)F)C1=CC=CC=C1)=O)NCC=1OC=CN1